3-(4-(((1r,4r)-4-(aminomethyl)cyclohexyl)amino)phenyl)piperidine-2,6-dione NCC1CCC(CC1)NC1=CC=C(C=C1)C1C(NC(CC1)=O)=O